CNC1=CC=2C(C=3N=C(N=CC3C2C=C1)C(F)(F)F)=O 7-(Methylamino)-2-(trifluoromethyl)-9H-indeno[2,1-d]pyrimidin-9-one